BrC1=C2N(N=C1C1=CC=C(C=C1)F)[C@@H](CC2)C (R)-3-bromo-2-(4-fluorophenyl)-6-methyl-5,6-dihydro-4H-pyrrolo[1,2-b]Pyrazole